C(C)(C)(C)OC(=O)NC1CCC(CC1)NC(=O)C=1N(C2=CC(=CC=C2C1)C(=N)NC(OC(C)(C)C)=O)CC1=CC(=CC2=CC=CC=C12)C(N)=O tert-butyl ((2-(((1r,4r)-4-((tert-butoxycarbonyl)amino)cyclohexyl)carbamoyl)-1-((3-carbamoylnaphthalen-1-yl)methyl)-1H-indol-6-yl)(imino)methyl)carbamate